N1N=CC=2C1=NC=NC2NC=2C=C(C=CC2N2CCOCC2)C#CC(C)(O)C=2SC=CN2 4-(3-((1H-pyrazolo[3,4-d]pyrimidin-4-yl)amino)-4-morpholinophenyl)-2-(thiazol-2-yl)but-3-yn-2-ol